Ethyl 7-chloro-1-(2-chloro-4,6-difluorophenyl)-6-fluoro-4-oxo-1,4-dihydro-1,8-naphthyridine-3-carboxylate ClC1=C(C=C2C(C(=CN(C2=N1)C1=C(C=C(C=C1F)F)Cl)C(=O)OCC)=O)F